COC1=C2C=CC=NC2=C(C=C1)S(=O)(=O)NC1=C(C=CC=C1)C#CC=1C=CC(=NC1)C(=O)OC methyl 5-{2-[2-(5-methoxyquinoline-8-sulfonamido)phenyl]ethynyl}pyridine-2-carboxylate